C(=O)(O)C=1C=C(C=CC1)B(O)O 3-Carboxyphenylboronic acid